(2R,4R)-1-(3-chloro-2-fluorobenzyl)-2-methyl-4-((5-methyl-2-((5-methyl-1H-pyrazol-3-yl)amino)pyrimidin-4-yl)methyl)piperidine-4-carboxylic acid ClC=1C(=C(CN2[C@@H](C[C@@](CC2)(C(=O)O)CC2=NC(=NC=C2C)NC2=NNC(=C2)C)C)C=CC1)F